7-(5-(4-(2-ethoxy-2-oxoethyl)piperazin-1-yl)pentyl)-3,4-dihydro-1,8-naphthyridine-1(2H)-carboxylic acid tert-butyl ester C(C)(C)(C)OC(=O)N1CCCC2=CC=C(N=C12)CCCCCN1CCN(CC1)CC(=O)OCC